3,5-bis(methoxymethyl)-2,2,6,6-tetramethylheptan-4-ol COCC(C(C)(C)C)C(C(C(C)(C)C)COC)O